FC(C(=O)O)(F)F.ClC=1C=C(C=CC1C(F)(F)F)NC1=NC=C(C(=N1)NN1C(OC2=C1C=CC=C2)=O)C [2-(3-chloro-4-trifluoromethyl-phenylamino)-5-methyl-pyrimidin-4-ylamino]-3H-benzooxazol-2-one trifluoroacetate salt